C(#N)C1=C2C[C@H](CNC2=CC=C1)[C@@H](C1=CC=CC=C1)NCCC1=C(C=C(C=C1)[C@H](C(=O)O)C)OC |&1:28| (R and S)-2-(4-(2-(((S)-((R)-5-cyano-1,2,3,4-tetrahydroquinolin-3-yl)(phenyl)methyl)amino)ethyl)-3-methoxyphenyl)propanoic acid